(1S,2S)-2-[5-(3-bromo-4-trifluoromethyl-benzyloxy)-pyrazin-2-yl]Ethyl cyclopropanecarboxylate C1(CC1)C(=O)OCCC1=NC=C(N=C1)OCC1=CC(=C(C=C1)C(F)(F)F)Br